5-(1-oxo-4,5-dihydro-3H-isothiazol-1-yl)furan-2-carboxylic acid O=S1(NCCC1)C1=CC=C(O1)C(=O)O